C(C)(=O)O[C@@H]1C[C@H](O[C@H]1N1C2=NC(=NC=C2N(C1=O)CCCC)N)COC(C)=O ((2S,4R,5R)-4-Acetoxy-5-(2-amino-7-butyl-8-oxo-7,8-dihydro-9H-purin-9-yl)tetrahydrofuran-2-yl)methylacetat